BrC1=CC=2C(C=N1)=NN(C2)C2CCC(CC2)=O 4-(5-Bromopyrazolo[3,4-c]pyridin-2-yl)cyclohexanone